(S)-4-((2-(3,5-dimethyl-1H-pyrazol-1-yl)ethyl)(4-(5,6,7,8-tetrahydro-1,8-naphthyridin-2-yl)butyl)amino)-2-((7-methyl-7H-pyrrolo[2,3-d]pyrimidin-4-yl)amino)butanoic acid CC1=NN(C(=C1)C)CCN(CC[C@@H](C(=O)O)NC=1C2=C(N=CN1)N(C=C2)C)CCCCC2=NC=1NCCCC1C=C2